methyl 4-bromo-1-(2,2-difluoroethyl)-1H-pyrrole-2-carboxylate BrC=1C=C(N(C1)CC(F)F)C(=O)OC